COC1=C(C(=CC=C1)OC)C1=CN=C(N1)C1=CC=C(C=C1)C(F)(F)F 5-(2,6-dimethoxyphenyl)-2-(4-(trifluoromethyl)phenyl)-1H-imidazole